ICC1CN(CCC1)C(=O)O.C(C)(=O)C1=NC=C(C=N1)CN1CCOCC1 ((2-Acetylpyrimidin-5-yl)methyl)morpholine 3-(iodomethyl)piperidin-1-yl-formate